O=C1NC(CCC1N1C(C2=CC=CC(=C2C1)C#CCCCCCCN1CCN(CC1)C1CCN(CC1)C1=NC=C(C(=O)N2CCC(CC2)CCCCNC(\C=C\C=2C=NC=CC2)=O)C=C1)=O)=O (E)-N-(4-(1-(6-(4-(4-(8-(2-(2,6-dioxopiperidin-3-yl)-1-oxoisoindolin-4-yl)oct-7-yn-1-yl)piperazin-1-yl)piperidin-1-yl)nicotinoyl)piperidin-4-yl)butyl)-3-(pyridin-3-yl)acrylamide